ClC(C1=NC(=NO1)C1=CC(=C(CNC(OC(C)(C)C)=O)C=C1)F)(F)F tert-butyl (4-{5-[chloro(difluoro)methyl]-1,2,4-oxadiazol-3-yl}-2-fluorobenzyl)carbamate